2-(1-{8-methoxy-7-[3-(pyrrolidin-1-yl)propoxy]-5H-pyrido[4,3-b]indol-1-yl}pyrrolidin-2-yl)acetic acid COC1=CC=2C3=C(NC2C=C1OCCCN1CCCC1)C=CN=C3N3C(CCC3)CC(=O)O